Tellurium-Aluminum [Al].[Te]